3-(1-methyl-1H-pyrazol-4-yl)-7-hydroxychroman CN1N=CC(=C1)C1COC2=CC(=CC=C2C1)O